(1r,2S,5S)-3-((S)-2-acrylamido-3,3-dimethylbutyryl)-N-(4-amino-1-cyclopropyl-3,4-dioxobutan-2-yl)-6,6-dimethyl-3-azabicyclo[3.1.0]hexane-2-carboxamide C(C=C)(=O)N[C@H](C(=O)N1[C@@H]([C@H]2C([C@H]2C1)(C)C)C(=O)NC(CC1CC1)C(C(=O)N)=O)C(C)(C)C